N-methyl-N-[(2-thioxo-1,2-dihydro-pyridin-3-yl)-carbonyl]glycine CN(CC(=O)O)C(=O)C=1C(NC=CC1)=S